CCC(C(=O)[O-])(C(=O)[O-])C(=O)[O-] The molecule is a tricarboxylic acid trianion obtained by deprotonation of the carboxy groups of 1,1,1-propanetricarboxylic acid. It is a conjugate base of a 1,1,1-propanetricarboxylic acid.